COC(=O)C1=CC=2C3=C(C(=NC2C=C1F)N)C=NN3C 4-Amino-7-fluoro-1-methyl-1H-pyrazolo[4,3-c]quinoline-8-carboxylic acid methyl ester